methyl-3-(pentadec-1E-enyl)-2H-azirine CC1N=C1\C=C\CCCCCCCCCCCCC